C(=O)O.N[C@@H]1COCC[C@H]1C1=C(C2=NC(=CC(=C2S1)NCC=1SC=CC1)Cl)I 2-((3s,4r)-3-aminotetrahydro-2H-pyran-4-yl)-5-chloro-3-iodo-N-(thiophen-2-ylmethyl)thieno[3,2-b]pyridin-7-amine formate salt